FC(C(=O)O)(F)F.C(#N)CC1CCC(CC1)N1C(=NC=2C1=C1C(=NC2)N(C=C1)S(=O)(=O)C1=CC=CC=C1)CC(=O)NC 2-(1-((1r,4r)-4-(cyanomethyl)cyclohexyl)-6-(benzenesulfonyl)-1,6-dihydroimidazo[4,5-d]Pyrrolo[2,3-b]Pyridin-2-yl)-N-methylacetamide trifluoroacetate salt